diisopropylm-xylylenediamine C(C)(C)NCC1=CC(=CC=C1)CNC(C)C